[Cl-].C(CCCCCCCCCCC)[N+]1=CC=CC=C1 n-Dodecyl-Pyridinium Chloride